C(C)(C)(C)N(C(O)=O)C1=CNC2=CC=C(C=C12)[C@@H]1C[C@H](C1)OC1=CC=C(C=C1)C(F)(F)F.OC(=O)C(F)(F)F.FC(C1=CC=C(O[C@@H]2C[C@H](C2)C=2C=C3C(=CNC3=CC2)N)C=C1)(F)F 5-(trans-3-(4-(trifluoromethyl)phenoxy)cyclobutyl)-1H-indol-3-amine TFA salt tert-Butyl-(5-(trans-3-(4-(trifluoromethyl)phenoxy)cyclobutyl)-1H-indol-3-yl)carbamate